(R)-(1-(2-(pyridin-2-yl)propan-2-yl)-3-(2-(2-(trifluoromethyl)pyrimidin-5-yl)ethyl)pyrrolidin-3-yl)methanol N1=C(C=CC=C1)C(C)(C)N1C[C@](CC1)(CCC=1C=NC(=NC1)C(F)(F)F)CO